2-[2-(3,3-difluoropyrrolidin-1-yl)-4-(2-fluorophenyl)-3-pyridinyl]-1H-imidazo[4,5-c]pyridine FC1(CN(CC1)C1=NC=CC(=C1C=1NC2=C(C=NC=C2)N1)C1=C(C=CC=C1)F)F